ClC1=NC=C(C=N1)C(=O)N(C=1C(=NC=CC1C1=C(C=CC(=C1)F)F)[C@@H]1OCC(CC1)(F)F)C(=O)C=1C=NC(=NC1)Cl |r| rac-2-chloro-N-(2-chloropyrimidine-5-carbonyl)-N-(4-(2,5-difluorophenyl)-2-(5,5-difluorotetrahydro-2H-pyran-2-yl)pyridin-3-yl)pyrimidine-5-carboxamide